8-styryl-1,4-dioxa-8-aza-spiro[4.5]decane C(=CC1=CC=CC=C1)N1CCC2(OCCO2)CC1